(2S,4r)-1-[(2S)-2-(4-cyclopropyl-triazol-1-yl)-3,3-dimethyl-butyryl]-N-[(4-fluorophenyl)-(1-methylpyrazol-4-yl)methyl]-4-hydroxy-pyrrolidine-2-carboxamide C1(CC1)C=1N=NN(C1)[C@H](C(=O)N1[C@@H](C[C@H](C1)O)C(=O)NC(C=1C=NN(C1)C)C1=CC=C(C=C1)F)C(C)(C)C